FC1=C(C=C(C=C1)F)[C@@H](C)NC=1C2=C(N=C(N1)C)C=NC(=C2)N2C[C@@H](CC2)NC(C)=O N-[(3R)-1-(4-{[(1R)-1-(2,5-difluorophenyl)ethyl]amino}-2-methylpyrido[3,4-d]pyrimidin-6-yl)pyrrolidin-3-yl]acetamide